5-chloro-4-(3,6-dihydro-2H-pyran-4-yl)-2-(4-pyridinyl)-1H-pyrimidin-6-one ClC1=C(N=C(NC1=O)C1=CC=NC=C1)C=1CCOCC1